(6-((2,5-dichloropyrimidin-4-yl)amino)-2,3-dimethylphenyl) dimethylphosphino oxide CP(C)OC1=C(C(=CC=C1NC1=NC(=NC=C1Cl)Cl)C)C